tert-Butyl (2-(4-(3-((5-(tolyl)imidazo[1,2-a]pyrazin-8-yl)amino)phenyl)piperidin-1-yl)ethyl)carbamate C1(=C(C=CC=C1)C1=CN=C(C=2N1C=CN2)NC=2C=C(C=CC2)C2CCN(CC2)CCNC(OC(C)(C)C)=O)C